FC1([C@H](C1)N1N=C(C(=C1)C=1C2=C(N=CN1)OC(=C2)C=2N=CN(C2)C)C2=CC=C(C=C2)F)F 4-{1-[(1S)-2,2-difluorocyclopropyl]-3-(4-fluorophenyl)-1H-pyrazol-4-yl}-6-(1-methyl-1H-imidazol-4-yl)furo[2,3-d]pyrimidine